3-((4-hydroxypiperidin-4-yl)methyl)-6-(2-(4-methylpiperazin-1-yl)ethoxy)quinazolin-4(3H)-one OC1(CCNCC1)CN1C=NC2=CC=C(C=C2C1=O)OCCN1CCN(CC1)C